(S)-5-(3-(2-methyl-5-((4-(trifluoromethoxy)pyridin-2-yl)carbamoyl)phenyl)pyrrolidin-1-yl)nicotinamide CC1=C(C=C(C=C1)C(NC1=NC=CC(=C1)OC(F)(F)F)=O)[C@H]1CN(CC1)C=1C=NC=C(C(=O)N)C1